FC1=CC=CC=2N=C(SC21)CO (7-fluorobenzo[d]thiazol-2-yl)methanol